(2-hydroxyethyl)-2-(1-methylbutyl)oxazolidine OCCC1(OCCN1)C(CCC)C